1-(6,7-dimethoxyquinazolin-4-yl)piperidine-3-carboxylic acid methyl ester COC(=O)C1CN(CCC1)C1=NC=NC2=CC(=C(C=C12)OC)OC